(2R,3S)-2-((2R,3R)-3-((R)-2-hydroxy-2-methylbut-3-yn-1-yl)oxiran-2-yl)pentan-3-ol tert-Butyl-2-(7'-chloro-2'-oxospiro[cyclopropane-1,3'-indoline]-5'-yl)piperidine-1-carboxylate C(C)(C)(C)C1(N(CCCC1)C(=O)O[C@H]([C@@H](C)[C@H]1O[C@@H]1C[C@@](C#C)(C)O)CC)C=1C=C2C3(C(NC2=C(C1)Cl)=O)CC3